C1(CCC1)C1=CC(=C(C(=O)N2CCC(CC2)C2=CC=C(C#N)C=C2)C=C1C1=NN=C(N1)OC)C 4-(1-(4-cyclobutyl-5-(5-methoxy-4H-1,2,4-triazol-3-yl)-2-methylbenzoyl)piperidin-4-yl)benzonitrile